C(C1=CC=CC=C1)N1[C@H]2[C@@](CCC1=O)(CCC2)C(=O)OCC ethyl (4aS,7aR)-1-benzyl-2-oxooctahydro-4aH-cyclopenta[b]pyridine-4a-carboxylate